FC=1C=2N(C=CC1)N=C(C2)[C@H]2N(CCC1=C2N=CN1)C=1N=CC(=NC1)C(=O)N1CC(C1)(C)O (S)-(5-(4-(4-fluoropyrazolo[1,5-a]pyridin-2-yl)-1,4,6,7-tetrahydro-5H-imidazo[4,5-c]pyridin-5-yl)pyrazin-2-yl)(3-hydroxy-3-methylazetidin-1-yl)methanone